C1(CC1)C=1SC(=CN1)C1=NC2=CC=C(C=C2C(=C1)OCC)NC(=O)C1COC1 N-(2-(2-Cyclopropylthiazol-5-yl)-4-ethoxyquinolin-6-yl)oxetan-3-carboxamide